NC1=C(N=C2N1C=CC=C2C=2C(=NN(C2)C)C)C(=O)NCCC 3-Amino-8-(1,3-dimethyl-1H-pyrazol-4-yl)-N-propylimidazo[1,2-a]pyridine-2-carboxamide